The molecule is a 3beta-hydroxy steroid. It has a role as a mouse metabolite. It derives from a hydride of a stigmastane. C[C@@H]1[C@H](CC[C@]2([C@H]1CC=C3[C@@H]2CC[C@]4([C@H]3CC[C@@H]4[C@H](C)CCC(=C)C(C)C)C)C)O